(R,2S)-2-hydroxy-2-(hydroxymethyl)-N'-(tricyclo[6.2.0.03,6]deca-1,3(6),7-trien-2-ylcarbamoyl)-N-trityl-2,3-dihydropyrazolo[5,1-b]oxazole-7-sulfonimidamide O[C@]1(CN2C(O1)=C(C=N2)[S@](=O)(NC(C2=CC=CC=C2)(C2=CC=CC=C2)C2=CC=CC=C2)=NC(NC2=C1CCC1=CC=1CCC21)=O)CO